ethyl 7-bromo-5-methyl-2-oxo-1,2-dihydroquinoline-3-carboxylate BrC1=CC(=C2C=C(C(NC2=C1)=O)C(=O)OCC)C